FC=1C=C(C=CC1F)C1=C(C(=NC2=C(C3=C(C=C12)C=NN3)C)C3=CC=C(C(=O)O)C=C3)C(C)C 4-[5-(3,4-difluorophenyl)-6-isopropyl-9-methyl-1H-pyrazolo[4,3-g]quinolin-7-yl]benzoic acid